ClC1=CC2=C(C=N1)N1C(S2)=NC(=C1)C1=C(C=C(C=C1)C1N(CCC1)C(=O)OC(C)(C)C)F tert-butyl 2-(4-(7-chloroimidazo[2',1':2,3]thiazolo[4,5-c]pyridin-2-yl)-3-fluorophenyl)pyrrolidine-1-carboxylate